CC1=C(OC=2C=CC(=C(N)C2)F)C(=CC(=C1)[N+](=O)[O-])C 5-(2,6-dimethyl-4-nitrophenoxy)-2-fluoroaniline